N[C@H](CO)CC1=CC(=CC=C1)[N+](=O)[O-] (S)-2-amino-3-(3-nitrophenyl)propan-1-ol